NC1=NC(=CC(=N1)C=1N=NN(C1)CC1=CC=CC(=N1)C1(COCC1)CC(=O)O)C1=CC(=CC=C1)C#N {3-[6-({4-[2-amino-6-(m-cyanophenyl)-4-pyrimidinyl]-1H-1,2,3-triazol-1-yl}methyl)-2-pyridinyl]tetrahydrofuran-3-yl}acetic acid